5-([1,1'-biphenyl]-4-yl)pentanoic acid C1(=CC=C(C=C1)CCCCC(=O)O)C1=CC=CC=C1